(12aR)-9-(2-chloro-6-hydroxyphenyl)-10-fluoro-2-(prop-2-enoyl)-1,2,3,4,12,12a-hexahydro-6H-pyrazino[2,1-C][1,4]benzoxazepine-8-carbonitrile ClC1=C(C(=CC=C1)O)C1=C(C2=C(CN3[C@@H](CO2)CN(CC3)C(C=C)=O)C=C1C#N)F